(3S)-N-(3-{2-[(4S)-3,3-difluoro-4-hydroxypyrrolidin-1-yl]-6-(morpholin-4-yl)pyridin-4-yl}-4-methylphenyl)-3-(2,2,2-trifluoroethyl)pyrrolidine-1-carboxamide FC1(CN(C[C@@H]1O)C1=NC(=CC(=C1)C=1C=C(C=CC1C)NC(=O)N1C[C@@H](CC1)CC(F)(F)F)N1CCOCC1)F